Cl.CN(C(C1=CC=CC=C1)=O)C N,N-dimethylbenzamide hydrochloride